magnesium bromo(ethyl) bromide BrCCBr.[Mg]